C1(CC1)CCC1=C(C=C(C=C1)S(=O)(=O)C)C=1C=CC(N(C1)C)=O 5-[2-(2-cyclopropylethyl)-5-methyl-sulfonylphenyl]-1-methylpyridin-2-one